O=C1NC(CCC1N1C(C2=CC=C(C=C2C1=O)N1CC(C1)C(=O)N1CCC(CC1)C1=CC=C(C=C1)NC=1N=C(N=NC1C(=O)N)N1CCCCC1)=O)=O 5-((4-(1-(1-(2-(2,6-dioxopiperidin-3-yl)-1,3-dioxoisoindolin-5-yl)azetidine-3-carbonyl)piperidin-4-yl)phenyl)amino)-3-(piperidin-1-yl)-1,2,4-triazine-6-carboxamide